COC(C1=CC(=C(C=C1)N1CCN(CC1)CC)NCC(C)OC1=CC=C(C=C1)Cl)=O 3-(2-(4-Chlorophenoxy)propylamino)-4-(4-ethylpiperazin-1-yl)benzoic acid methyl ester